3-(2-(2-Amino-1-hydroxyethyl)-6-bromophenyl)propan-1-ol hydrochloride salt Cl.NCC(O)C1=C(C(=CC=C1)Br)CCCO